methyl 2-phenyl-3-(1-phenylvinyl)-1H-indole-5-carboxylate C1(=CC=CC=C1)C=1NC2=CC=C(C=C2C1C(=C)C1=CC=CC=C1)C(=O)OC